3,6,9,12-tetramethyl-4,7,10,13-tetraoxo-3,6,9,12-tetraazatetradecanoic acid CN(CC(=O)O)C(CN(C(CN(C(CN(C(C)=O)C)=O)C)=O)C)=O